FC(C1=C(C=C2CCCN(C2=C1)C=1C=C(C=C2CCNCC12)C1=CC(N(C=C1)C)=O)C=1C=NN(C1)C)F 4-(8-(7-(difluoromethyl)-6-(1-methyl-1H-pyrazol-4-yl)-3,4-dihydroquinolin-1(2H)-yl)-1,2,3,4-tetrahydroisoquinolin-6-yl)-1-methylpyridin-2(1H)-one